(S)-3-((1H-1,2,4-Triazol-3-yl)amino)-N-(4-cyano-3-(trifluoromethyl)phenyl)-2-hydroxy-2-methylpropanamide N1N=C(N=C1)NC[C@](C(=O)NC1=CC(=C(C=C1)C#N)C(F)(F)F)(C)O